2-{[6-chloro-4-(cyclopentylamino)pyridazin-3-yl]methyl}isoindole-1,3-dione ClC1=CC(=C(N=N1)CN1C(C2=CC=CC=C2C1=O)=O)NC1CCCC1